1,1-bis(3-triethoxysilylpropan-1-yl)-1,1-bis(dimethylphosphono)methane C(C)O[Si](CCCC(P(=O)(OC)OC)(P(=O)(OC)OC)CCC[Si](OCC)(OCC)OCC)(OCC)OCC